N-carboxy-1,2-distearoyl-sn-glycero-3-Phosphoethanolamine C(=O)(O)NCCOP(OC[C@@H](COC(CCCCCCCCCCCCCCCCC)=O)OC(CCCCCCCCCCCCCCCCC)=O)(=O)O